C(C)OC(=O)C1=NC=C(C=C1F)S(=O)(=O)/N=C/N(C)C 5-[(E)-dimethylaminomethyleneamino]Sulfonyl-3-fluoro-pyridine-2-carboxylic acid ethyl ester